tert-Butyl 2-(2-(2-(2-(3-(N,N-bis(4-methoxybenzyl)sulfamoyl)-5-(dimethylcarbamoyl)-1H-pyrazol-1-yl)-2-methylpropoxy)pyridin-4-yl)-4-fluoro-6-isopropylphenyl)acetate COC1=CC=C(CN(S(=O)(=O)C2=NN(C(=C2)C(N(C)C)=O)C(COC2=NC=CC(=C2)C2=C(C(=CC(=C2)F)C(C)C)CC(=O)OC(C)(C)C)(C)C)CC2=CC=C(C=C2)OC)C=C1